C1(CC1)C=1N=NN(C1CO[C@H]1[C@@H]2CN([C@H](C1)C2)C=2SC1=C(N2)C(=CC(=C1)C(=O)O)C1CCOCC1)C1=C(C=CC=C1Cl)Cl 2-((1S,4S,5R)-5-((4-cyclopropyl-1-(2,6-dichlorophenyl)-1H-1,2,3-triazol-5-yl)methoxy)-2-azabicyclo[2.2.1]heptan-2-yl)-4-(tetrahydro-2H-pyran-4-yl)benzo[d]thiazole-6-carboxylic acid